[Pd].ClC1=C([C-](C=C1)P(C(C)(C)C)C(C)(C)C)Cl.[C-]1(C=CC=C1)P(C(C)(C)C)C(C)(C)C.[Fe+2] dichloro[1,1'-bis(di-t-butylphosphino)ferrocene] palladium